CN(CCCNC(=S)N)C [3-(dimethylamino)propyl]thiourea